BrCC(=O)C12CC(C1)(C2)NC(OCC2=CC=CC=C2)=O benzyl (3-(2-bromoacetyl)bicyclo[1.1.1]pentan-1-yl)carbamate